N-(3-(5-(4-chlorophenyl)-1H-pyrrolo[2,3-b]pyridine-3-carbonyl)-2,4-difluoro-phenyl)-1-(m-tolyl)methanesulfonamide ClC1=CC=C(C=C1)C=1C=C2C(=NC1)NC=C2C(=O)C=2C(=C(C=CC2F)NS(=O)(=O)CC=2C=C(C=CC2)C)F